F[B-](F)(F)F.C(C)(C)(C)[PH3+] tert-butylphosphanium tetrafluoroborate